C(C)(=O)OCCCCCCCC\C=C/CCCC (Z)-9-tetradecen-1-yl acetate